2,4-dicyclohexyl-6-p-bromophenyl-1,3,5-triazine C1(CCCCC1)C1=NC(=NC(=N1)C1CCCCC1)C1=CC=C(C=C1)Br